Cl.CC1N(CCNC1)C(=O)Cl methylpiperazine-1-carbonyl chloride HCl salt